4-(6-(4-aminopiperidin-1-yl)-3-(2-fluoro-4-(2-hydroxy-2-methylpropyl)phenyl)-4-hydroxypyridin-2-yl)-2-fluorobenzonitrile hydrochloride Cl.NC1CCN(CC1)C1=CC(=C(C(=N1)C1=CC(=C(C#N)C=C1)F)C1=C(C=C(C=C1)CC(C)(C)O)F)O